4-Chloro-2-methyl-3-(methylthio)pyridine ClC1=C(C(=NC=C1)C)SC